FC1(CCC2=C1N=C(N=C2C2=NOC(=N2)CC(=O)N2CCOCC2)N2[C@H](CC2)C)F (S)-2-(3-(7,7-difluoro-2-(2-methylazetidin-1-yl)-6,7-dihydro-5H-cyclopenta[d]pyrimidin-4-yl)-1,2,4-oxadiazol-5-yl)-1-morpholinoethan-1-one